6-chloro-4-(4-(piperidin-4-ylamino)phenyl)pyridazin-3-amine ClC1=CC(=C(N=N1)N)C1=CC=C(C=C1)NC1CCNCC1